Tert-butyl 3,6-diazabicyclo[3.2.2]nonane-6-carboxylate C12CNCC(N(C1)C(=O)OC(C)(C)C)CC2